FC1=CC=C(C=C1)[C@H](CC1=NOC(=N1)CN1C(N(C=CC1=O)C)=O)O (S)-3-((3-(2-(4-fluorophenyl)-2-hydroxyethyl)-1,2,4-oxadiazol-5-yl)methyl)-1-methylpyrimidine-2,4(1H,3H)-dione